4-amino-3-(2-fluoro-4-((4-fluoropyridin-2-yl)carbamoyl)phenyl-1H-pyrazolo[3,4-d]pyrimidin-1-yl)-2-azabicyclo[2.2.1]heptane-2-carboxylate NC12C(N(C(CC1)C2)C(=O)[O-])N2N=C(C=1C2=NC=NC1)C1=C(C=C(C=C1)C(NC1=NC=CC(=C1)F)=O)F